N-{2-[3-({[(5-chloro-1H-indol-2-yl)methyl]carbamoyl}(methyl)amino)piperidin-1-yl]-2-oxoethyl}acetamide ClC=1C=C2C=C(NC2=CC1)CNC(=O)N(C1CN(CCC1)C(CNC(C)=O)=O)C